(1,4-cyclohexanediyl)bis(acetamide) C1(CCC(CC1)CC(=O)N)CC(=O)N